C(C)(C)(C)OC(=O)N1N=C(C2=CC=CC=C12)CN1N=CC2=C(C1=O)N(C1=C2CCN(C1)S(=O)(=O)C)C tert-butyl-3-((5-methyl-7-(methylsulfonyl)-4-oxo-4,5,6,7,8,9-hexahydro-3H-pyrido[4',3':4,5]pyrrolo[2,3-d]pyridazin-3-yl)methyl)-1H-indazole-1-carboxylate